2-methyl-3-[(4R)-2-oxooxazolidin-4-yl]Propionic acid CC(C(=O)O)C[C@H]1NC(OC1)=O